C(C)OC1=NC(=CC(=C1)C1=NC(=C(C(=C1)NCC1(CCCC1)COC)N)N)C(F)(F)F 2'-ethoxy-N4-{[1-(methoxymethyl)cyclopentyl]methyl}-6'-(trifluoromethyl)[2,4'-bipyridine]-4,5,6-triamine